1-(2-((2-(4-(tert-butoxycarbonyl)piperazine-1-carbonyl)-4-methylthiophen-3-yl)amino)-2-oxoethyl)-1-(2-(isoxazol-3-ylamino)-2-oxoethyl)azepan-1-ium C(C)(C)(C)OC(=O)N1CCN(CC1)C(=O)C=1SC=C(C1NC(C[N+]1(CCCCCC1)CC(=O)NC1=NOC=C1)=O)C